FC=1C=C(C=C(C1)C1=NNC2=NC=C(C=C21)C2=CC(=CC=C2)S(=O)(=O)C)NC(=O)NC2=C(C=CC=C2)F 1-(3-fluoro-5-(5-(3-(methylsulfonyl)phenyl)-1H-pyrazolo[3,4-b]pyridin-3-yl)phenyl)-3-(2-fluorophenyl)urea